4-(3'-Cyano-[1,1'-biphenyl]-4-yl)-N-(2-ethynylthiazol-4-yl)piperazine-1-carboxamide C(#N)C=1C=C(C=CC1)C1=CC=C(C=C1)N1CCN(CC1)C(=O)NC=1N=C(SC1)C#C